(2R)-N-[2-(1-benzylpiperidin-4-yl)ethyl]-4-(2-fluorophenyl)-2-methylpiperazine-1-carboxamide C(C1=CC=CC=C1)N1CCC(CC1)CCNC(=O)N1[C@@H](CN(CC1)C1=C(C=CC=C1)F)C